ClC1=CC(=C(C=C1)C1OC2=C(OC1)C=CC=C2C2CCN(CC2)CC2=NC1=C(N2CC2(CC2)OC)C=C(C=C1)C(=O)O)F 2-((4-(3-(4-Chloro-2-fluorophenyl)-2,3-dihydrobenzo[b][1,4]dioxin-5-yl)piperidine-1-yl)methyl)-1-((1-methoxycyclopropyl)methyl)-1H-benzo[d]imidazole-6-carboxylic acid